COC(=O)C1=CC=C(CC2C(N(CC2)C(=O)OC(C)(C)C)=O)C=C1 tert-butyl 3-(4-(methoxycarbonyl)benzyl)-2-oxopyrrolidine-1-carboxylate